C(CSCCC(C)=O)SCCC(C)=O 4'-(ethane-1,2-diylbis(sulfanediyl))bis(butan-2-one)